2-benzyl-8,9-difluoro-5-methyl-2,3,4,6-tetrahydro-1H-pyrido[4,3-b]carbazole C(C1=CC=CC=C1)N1CC=2C(=C(C=3NC=4C=C(C(=CC4C3C2)F)F)C)CC1